C(C(C)C)OC(=O)N(N)C(=O)C=1NC=C(C1)C (4-methyl-1H-pyrrole-2-carbonyl)hydrazine-1-carboxylic acid isobutyl ester